3,4-bis(benzyloxy)butan-1-ol C(C1=CC=CC=C1)OC(CCO)COCC1=CC=CC=C1